CS(=O)(=O)C1=CC=CC=C1 (1R,2R)-p-methylsulfonyl-benzene